disodium butyrate C(CCC)(=O)[O-].[Na+].[Na+].C(CCC)(=O)[O-]